[C@H]1([C@H](C1)C=1C=2N(N=C(C1)C=1C(NC(NC1)=O)=O)C=CC2F)C2CC2 5-(4-((1R,2S)-[1,1'-bi(cyclopropane)]-2-yl)-5-fluoropyrrolo[1,2-b]pyridazin-2-yl)pyrimidine-2,4(1H,3H)-dione